COC(=O)C1=C(C2=C(CC(O2)(C)C2CCC(CC2)N(C)C)C=C1)C 2-(4-(dimethylamino)cyclohexyl)-2,7-dimethyl-2,3-dihydrobenzofuran-6-carboxylic acid methyl ester